2-({8-[(3β)-cholest-5-en-3-yloxy]octyl}oxy)-N,N-dimethyl-3-[(9Z,2Z)-octadeca-9,12-dien-1-yloxy]propan-1-amine CC(C)CCC[C@@H](C)[C@H]1CC[C@H]2[C@@H]3CC=C4C[C@H](CC[C@]4(C)[C@H]3CC[C@]12C)OCCCCCCCCOC(CN(C)C)COCCCCCCCC\C=C/CC=CCCCCC